OC1=C(C=CC(=C1)O)C(\C=C\C1=CC(=CC=C1)\C=C\C(=O)C1=C(C=C(C=C1)O)O)=O (E)-1-(2,4-Dihydroxyphenyl)-3-[3-[(E)-3-(2,4-dihydroxyphenyl)-3-oxoprop-1-enyl]phenyl]prop-2-en-1-one